tert-butyl N-[[2-methyl-4-[[2-[3-methyl-5-(1-piperidylsulfonyl)indol-1-yl]propanoylamino]methyl]phenyl]methyl]carbamate CC1=C(C=CC(=C1)CNC(C(C)N1C=C(C2=CC(=CC=C12)S(=O)(=O)N1CCCCC1)C)=O)CNC(OC(C)(C)C)=O